N1(CCCC1)C(CC1=NSC(=N1)NC(=O)C1=C(OC(=C1)C1=CC(=CC=C1)C(F)(F)F)C(F)(F)F)C N-(3-(2-(pyrrolidin-1-yl)propyl)-1,2,4-thiadiazol-5-yl)-2-(trifluoromethyl)-5-(3-(trifluoromethyl)phenyl)furan-3-carboxamide